((2-(4-bromobenzyloxy)naphthalen-1-yl)methyl)-4-methylpiperazine BrC1=CC=C(COC2=C(C3=CC=CC=C3C=C2)CN2CCN(CC2)C)C=C1